methyl-Tetramethylammonium CC[N+](C)(C)C